Butanal C(CCC)=O